methyl 3-[(4-methoxyphenyl)methoxy]-2-methyl-6-(4-methylpiperazin-1-yl)pyridine-4-carboxylate COC1=CC=C(C=C1)COC=1C(=NC(=CC1C(=O)OC)N1CCN(CC1)C)C